FC(OC1=CC=C(C=C1)C1=NC2=C(N1CCC1=C(OC(C(=O)[O-])CCCC)C=CC=C1)C=CC=C2)(F)F 2-(2-(2-(2-(4-(trifluoromethoxy)phenyl)-1H-benzo[d]imidazol-1-yl)ethyl)phenoxy)hexanoate